C(CC)(=O)O tricarbanic acid